O1C=NC=C1C(=O)N1[C@@H](C2=C(CC1)NC=N2)C2=NN1C(C(=CC=C1)C(F)(F)F)=C2 (S)-oxazol-5-yl(4-(4-(trifluoromethyl)pyrazolo[1,5-a]pyridin-2-yl)-6,7-dihydro-1H-imidazo[4,5-c]pyridin-5(4H)-yl)methanone